S(=O)(=O)(O)O.OO Hydrogen peroxide sulfate